(E)-3-(cyclopropylsulfonyl)-1-phenyl-2-propen-1-one C1(CC1)S(=O)(=O)/C=C/C(=O)C1=CC=CC=C1